N1C=C(C=C1)C=1C=C(C=CC1)[C@H](CC(=O)[O-])NC(=O)NC=1C(N(C=CC1[O-])C)=O.[Na+].[Na+] sodium (S)-3-(3-(1H-pyrrol-3-yl)phenyl)-3-(3-(1-methyl-4-oxido-2-oxo-1,2-dihydropyridin-3-yl) ureido)propanoate